Cl.C(C)OC=1C(=NN2C1C=C(C=C2)C(=O)NC=2N=NC(=CC2)N2CCNCC2)C ethoxy-2-methyl-N-(6-(piperazin-1-yl)pyridazin-3-yl)pyrazolo[1,5-a]pyridine-5-carboxamide hydrochloride